C1=CN=CC=2C=CC=3C=4C=CC5=C(C4CC3C21)C=CC=C5 benzo3-benzocarbazol